CC=1C=C(C=C(C1)C)COP (3,5-dimethylphenyl)methoxyphosphine